C(#N)C(C)(C)C1=CC=C(C=C1)C=1C(=CC=CC1)C(=O)NC[C@]1(NC(NC1=O)=O)C1CC1 4'-(2-cyanopropan-2-yl)-N-{[(4R)-4-cyclopropyl-2,5-dioxoimidazolidin-4-yl]methyl}[biphenyl]-2-carboxamide